isoxazolium chloride salt [Cl-].O1[NH+]=CC=C1